CN1N=CC2=CC(=CC=C12)C=C1N=CNC1=O 4-[(1-methylindazol-5-yl)methylene]-1H-imidazol-5-one